COC(C(B1OC(C(O1)(C)C)(C)C)C1CCN(CC1)C(=O)OC(C)(C)C)=O tert-butyl 4-(2-methoxy-2-oxo-1-(4,4,5,5-tetramethyl-1,3,2-dioxaborolan-2-yl)ethyl)piperidine-1-carboxylate